4-(Thiophen-3-yloxy)butanoic acid S1C=C(C=C1)OCCCC(=O)O